C(C)(C)NC(C)C diiso-propylamine